(E)-3-(4-Butoxy-3-nitrophenyl)-1-(2-hydroxyphenyl)prop-2-en-1-one C(CCC)OC1=C(C=C(C=C1)/C=C/C(=O)C1=C(C=CC=C1)O)[N+](=O)[O-]